FC(CCCCOCC1=CC=CC=C1)CC 5-fluoroheptyloxymethyl-benzene